2-(4-bromo-2-fluoro-6-nitro-phenyl)acetic acid BrC1=CC(=C(C(=C1)[N+](=O)[O-])CC(=O)O)F